3,7-dimethyl-2,7-octadienyl-Carboxylate CC(=CCC(=O)[O-])CCCC(=C)C